1'-(4-(4-(Dimethoxymethyl)piperidin-1-yl)phenyl)-3',4'-dihydro-1'H-spiro[cyclopentane-1,2'-naphthalen]-6'-ol COC(C1CCN(CC1)C1=CC=C(C=C1)C1C2(CCC3=CC(=CC=C13)O)CCCC2)OC